5,5-difluoro-1-methyl-piperidin-3-ol FC1(CC(CN(C1)C)O)F